4-(6-(benzo[d]thiazol-2-ylmethoxy)pyridin-2-yl)piperidine-1-carboxylic acid tert-butyl ester C(C)(C)(C)OC(=O)N1CCC(CC1)C1=NC(=CC=C1)OCC=1SC2=C(N1)C=CC=C2